FC1(CN(CCC1N1CC2(C1)CC(C2)=O)C(=O)OC(C)(C)C)F tert-butyl 3,3-difluoro-4-(6-oxo-2-azaspiro[3.3]heptan-2-yl)piperidine-1-carboxylate